1-((1H-indol-6-yl)sulfonyl)-N-(4-(sec-butyl)phenyl)piperidine-4-carboxamide N1C=CC2=CC=C(C=C12)S(=O)(=O)N1CCC(CC1)C(=O)NC1=CC=C(C=C1)C(C)CC